Cl.S1C=NC=C1C=1C=C(C(=NC1)C=1SC=2N=C(SC2N1)N(C1CCNCC1)C)O 5-(Thiazol-5-yl)-2-{5-[methyl(piperidin-4-yl)amino][1,3]thiazolo[5,4-d][1,3]thiazol-2-yl}pyridin-3-ol Hydrochlorid